CC1(C=2N(C(O1)=O)C(=CC2)CC(F)(F)F)C2=CC=NC=C2 1-Methyl-1-(pyridine-4-yl)-5-(2,2,2-trifluoroethyl)-1H,3H-pyrrolo[1,2-c]oxazol-3-one